6-chloro-N-[4-(difluoromethoxy)-2,5-difluorophenyl]-1-(2-methoxyethyl)indole-3-sulfonamide ClC1=CC=C2C(=CN(C2=C1)CCOC)S(=O)(=O)NC1=C(C=C(C(=C1)F)OC(F)F)F